2-(2,6-dioxo-3-piperidinyl)isoindoline-1,3-dione difumarate C(\C=C\C(=O)O)(=O)O.C(\C=C\C(=O)O)(=O)O.O=C1NC(CCC1N1C(C2=CC=CC=C2C1=O)=O)=O